C(#N)C1=C(C=C(OC2C(C(C2(C)C)NC(=O)C2=CC=C(C=C2)N2CCC(CC2)C(=O)O)(C)C)C=C1)OC 1-[4-[[3-(4-cyano-3-methoxy-phenoxy)-2,2,4,4-tetramethyl-cyclobutyl]carbamoyl]phenyl]piperidine-4-carboxylic acid